BrC=1C(=C(C=CC1)C(C=CC1=C(C=C(C=C1)Cl)F)=O)O (3-Bromo-2-hydroxy-phenyl)-3-(4-chloro-2-fluoro-phenyl)prop-2-en-1-one